O=C1N(C(C=C1)=O)CCCCCC(=O)N[C@H](C(=O)O)C(C)C (2S)-2-[6-(2,5-dioxopyrrol-1-yl)hexanamido]-3-methylbutanoic acid